2,7-dibromo-9,9-diphenyl-9,10-dihydroacridine BrC1=CC=2C(C3=CC(=CC=C3NC2C=C1)Br)(C1=CC=CC=C1)C1=CC=CC=C1